1-(4-nitrophenyl)-tetrahydropyrrole [N+](=O)([O-])C1=CC=C(C=C1)N1CCCC1